C(C)OC1=C(C=CC=C1)C1=CC=2C(=NC=CC2C=2C=C3C(=NNC3=CC2)N)N1 5-(2-(2-Ethoxyphenyl)-1H-pyrrolo[2,3-b]pyridin-4-yl)-1H-indazol-3-amine